tert-butyl (2R)-4-[3-(2,6-dibenzyloxy-3-pyridyl)-1-methyl-indazol-6-yl]-2-(trifluoromethyl)piperazine-1-carboxylate C(C1=CC=CC=C1)OC1=NC(=CC=C1C1=NN(C2=CC(=CC=C12)N1C[C@@H](N(CC1)C(=O)OC(C)(C)C)C(F)(F)F)C)OCC1=CC=CC=C1